C(C)S(=O)(=O)C1=C(N=C2N1C=C(C=C2)C(F)(F)F)N2CC1=CC=CC=C1C2=O 2-[3-ethylsulfonyl-6-(trifluoromethyl)imidazo[1,2-a]pyridin-2-yl]-3-oxo-isoindolin